Acetic acid (3-acetylphenyl) ester C(C)(=O)C=1C=C(C=CC1)OC(C)=O